C(C)(C)(C)C1=CC=C(S1)B(O)O 5-TERT-BUTYLTHIOPHENE-2-BORONIC ACID